3-(4-chlorophenyl)-N-((4-chlorophenyl)sulfonyl)-4-phenyl-5,6-dihydropyridazine-1(4H)-carboxamide ClC1=CC=C(C=C1)C1=NN(CCC1C1=CC=CC=C1)C(=O)NS(=O)(=O)C1=CC=C(C=C1)Cl